C1(=CC=CC2=CC=CC=C12)OCCC(=O)C1=CC=CC=C1 3-(1-naphthoxy)-1-phenylpropane-1-one